(1R,3R,4R)-N-[(1R)-1-cyano-2-[(3R)-2-oxo-3-piperidyl]ethyl]-5,5-difluoro-2-[(2R)-4-methyl-2-[(2,2,2-trifluoroacetyl)amino]pentanoyl]-2-azabicyclo[2.2.2]octane-3-carboxamide C(#N)[C@@H](C[C@@H]1C(NCCC1)=O)NC(=O)[C@@H]1N([C@H]2CC([C@@H]1CC2)(F)F)C([C@@H](CC(C)C)NC(C(F)(F)F)=O)=O